N-(2-methoxyethyl)-P-methyl-P-(4-(5-(trifluoromethyl)-1,2,4-oxadiazol-3-yl)benzyl)phosphinic amide COCCNP(=O)(CC1=CC=C(C=C1)C1=NOC(=N1)C(F)(F)F)C